2-(2-(4-amino-6-(dimethylamino)-9H-pyrimido[4,5-b]indol-9-yl)acetyl)-N-(6-bromopyridin-2-yl)-2-azabicyclo[3.1.0]hexane-3-carboxamide NC1=NC=NC=2N(C3=CC=C(C=C3C21)N(C)C)CC(=O)N2C1CC1CC2C(=O)NC2=NC(=CC=C2)Br